P(OC1=C(C=CC=C1)CCCCCCCCC)(OC1=C(C=CC=C1)CCCCCCCCC)OC1=C(C=CC=C1)CCCCCCCCC tri(nonyl phenyl) phosphite